FC=1C=C2C(=NC1)NC=C2I 5-fluoro-3-iodo-1H-pyrrolo[2,3-b]pyridine